BrCC(=O)NC1CCOCC1 2-bromo-N-(tetrahydro-2H-pyran-4-yl)acetamide